CC1(CC=C(CC1)C1=NC(=CC=C1N)N1CC(N(C(C1)(C)C)CC)(C)C)C 2-(4,4-dimethylcyclohexen-1-yl)-6-(4-ethyl-3,3,5,5-tetramethyl-piperazin-1-yl)pyridin-3-amine